ClC1=CC=C(C(=O)N2CCC3(CC2)C(NC2=CC=C(C=C23)C(=O)N)=O)C=C1 1'-(4-chlorobenzoyl)-2-oxo-spiro[indoline-3,4'-piperidine]-5-carboxamide